NCCCCC(C(=O)N)OC1=C2C(N(C(C2=CC=C1)=O)C1C(NC(CC1)=O)=O)=O (4-aminobutyl)-2-((2-(2,6-dioxopiperidin-3-yl)-1,3-dioxoisoindolin-4-yl)oxy)acetamide